S(=O)(=O)(OC(C(=C)C)=O)[O-] methacryloyl sulfate